BrC1=C(C(=C(C=2NN=NC21)Br)Br)Br L-4,5,6,7-tetrabromobenzotriazole